ClC=1SC2=C(N1)C(=CC=C2)NC(=O)C=2C=CC=C1C=CC(OC21)=O N-(2-chlorobenzo[d]thiazol-4-yl)-2-oxo-2H-chromene-8-carboxamide